(R)-6-fluoro-8-(hydroxymethyl-d2)-2-trifluoromethyl-2H-benzopyran-3-carboxylic acid FC=1C=C(C2=C(C=C([C@@H](O2)C(F)(F)F)C(=O)O)C1)C([2H])([2H])O